4-((tert-butyldiphenylsilyl) oxy)-2,2-dimethylbutyl vinyl-sulfonate C(=C)S(=O)(=O)OCC(CCO[Si](C1=CC=CC=C1)(C1=CC=CC=C1)C(C)(C)C)(C)C